C1(=CC=CC=C1)CCC(=O)OC[C@H]1O[C@@H]([C@@H]([C@H]([C@H]1O)O)O)CC[C@@H]([C@@H](CCCCCCCCCCCCCCC)O)N ((2R,3R,4R,5R,6R)-6-((3S,4R)-3-amino-4-hydroxynonadecyl)-3,4,5-trihydroxytetrahydro-2H-pyran-2-yl)methyl 3-phenylpropanoate